C(C=C)O[C@H]1CO[C@@H](OC1)CCCCCC trans-5-allyloxy-2-hexyl-1,3-dioxane